CC1(C2=C(S(C1)(=O)=O)C=CC(=C2)N2C(N(CC2)C2=NC(=CC=C2)C2=NN=CN2C(C)C)=O)C 1-(3,3-dimethyl-1,1-dioxido-2,3-dihydrobenzo[b]thiophen-5-yl)-3-(6-(4-isopropyl-4H-1,2,4-triazol-3-yl)pyridin-2-yl)imidazolidin-2-one